S(CCC(C(=O)[O-])CC1=CC(=C(C(=C1)C(C)(C)C)O)C(C)(C)C)CCC(C(=O)[O-])CC1=CC(=C(C(=C1)C(C)(C)C)O)C(C)(C)C thiodiethylenebis[3-[3,5-di-tert-butyl-4-hydroxyphenyl] propionate]